tert-Butyl 2-[[(1R)-1-[3,6-dimethyl-4-oxo-2-(3-pyridyl)chromen-8-yl]ethyl]amino]benzoate CC1=C(OC2=C(C=C(C=C2C1=O)C)[C@@H](C)NC1=C(C(=O)OC(C)(C)C)C=CC=C1)C=1C=NC=CC1